C(C)(C)(C)OC(NC1=C(C=C(C(=C1)F)N1CCOCC1)C=1N(N=C(C1N)C)CC1=CC=C(C=C1)OC)=O.CC1=C(C=CC(=C1)[N+](=O)[O-])NC(=O)C=1N=CSC1 N-(2-methyl-4-nitrophenyl)thiazole-4-carboxamide tert-butyl-N-[2-[4-amino-2-[(4-methoxyphenyl)methyl]-5-methyl-pyrazol-3-yl]-5-fluoro-4-morpholino-phenyl]carbamate